C(C)(C)(C)OC(=O)N1CCC(CC1)(O)[C@H](C1=CC=CC=C1)C1=NC=C(C=C1)Cl 4-[(R)-(5-chloro-2-pyridinyl)-phenyl-methyl]-4-hydroxy-piperidine-1-carboxylic acid tert-butyl ester